4-(2-amino-5-fluoronicotinoyl)-5-chloropyrimidine NC1=C(C(=O)C2=NC=NC=C2Cl)C=C(C=N1)F